3-bromophenylborate-pinacol OC(C)(C)C(C)(C)O.BrC=1C=C(C=CC1)OB(O)O